NC1=NN=C(C2=CC(=CC=C12)C=1C=C(C=C(C1OC)C(F)(F)F)B(O)O)C [3-(1-amino-4-methylphthalazin-6-yl)-4-methoxy-5-(trifluoromethyl)phenyl]boronic acid